N1=C(C=CC2=CN=CC=C12)C1=CN=C(S1)NC(=O)C1CCN(CC1)C N-(5-(1,6-naphthyridin-2-yl)thiazol-2-yl)-1-methylpiperidine-4-carboxamide